diimino-isoindoline N=C1NC(C2=CC=CC=C12)=N